C(CCCCC(C)C)[SiH3] iso-octyl-silane